CaffeineOne N1(C=O)C(=O)N(C)C=2N=CN(C)C2C1=O